8-fluoro-4-(2-fluoro-6-azaspiro[3.5]nonan-6-yl)-7-(8-fluoronaphthalen-1-yl)-2-((hexahydro-1H-pyrrolizin-7a-yl)methoxy)pyrido[4,3-d]pyrimidine FC1=C(N=CC2=C1N=C(N=C2N2CC1(CC(C1)F)CCC2)OCC21CCCN1CCC2)C2=CC=CC1=CC=CC(=C21)F